C(C)(C)(C)OC(=O)N1CC(CCC1)(C)C(C)O 3-(1-hydroxyethyl)-3-methylpiperidine-1-carboxylic acid tert-butyl ester